C(C)(=O)OC1=C2N(N=CC1=O)[C@H]([C@@H]1N(C2=O)CCC1)[C@H](C1=CC=C(C=C1)F)C1=C(C(=CC=C1)F)F (9aR,10S)-10-((R)-(2,3-difluorophenyl)(4-fluorophenyl)methyl)-3,5-dioxo-3,5,8,9,9a,10-hexahydro-7H-pyrrolo[1',2':4,5]pyrazino[1,2-b]pyridazin-4-yl acetate